C(C1=CC=CC=C1)(=O)NC=1C=2N=CN([C@H]3[C@@H]([C@H](OP(=O)O)[C@@H](COC(C4=CC=CC=C4)(C4=CC=C(C=C4)OC)C4=CC=C(C=C4)OC)O3)F)C2N=CN1 N-benzoyl-5'-O-[bis(4-methoxyphenyl)(phenyl)methyl]-2'-deoxy-2'-fluoro-3'-O-[hydroxy(oxo)-λ5-phosphanyl]adenosine